C1(\C=C\CCCCCCCCCCCCCCCCC)C(=O)OC1=O trans-2-eicosene-1,1-dicarboxylic anhydride